1-(2-(5-(2,4-dichlorophenyl)isoindolin-2-yl)-2-oxoethyl)-1H-1,2,4-triazole-3-carbonitrile ClC1=C(C=CC(=C1)Cl)C=1C=C2CN(CC2=CC1)C(CN1N=C(N=C1)C#N)=O